3,3,3-trifluoro-2-oxo-propylsulfone FC(C(CS(=O)(=O)CC(C(F)(F)F)=O)=O)(F)F